C(C)(C)N1C[C@@H](CCC1)N1C(NC2=C1C=C(C(=C2)C=2C=C(C=1N(C2)N=CN1)OC)C(F)(F)F)=O (R)-1-(1-isopropylpiperidin-3-yl)-5-(8-methoxy-[1,2,4]triazolo[1,5-a]pyridin-6-yl)-6-(trifluoromethyl)-1,3-dihydro-2H-benzo[d]imidazol-2-one